2-(1-((2-(3,5-dichlorophenyl)-6-((5-(piperazin-1-yl)pyrazin-2-yl)oxy)pyridin-4-yl)methyl)piperidin-4-yl)ethanol ClC=1C=C(C=C(C1)Cl)C1=NC(=CC(=C1)CN1CCC(CC1)CCO)OC1=NC=C(N=C1)N1CCNCC1